2-bromo-5-(4-cyanophenoxy)benzyl alcohol acetate C(C)(=O)OCC1=C(C=CC(=C1)OC1=CC=C(C=C1)C#N)Br